FC(S(=O)(=O)OC)(F)F methyl trifluoromethanesulfonate